cholestanenol C(=C(C)CCC[C@@H](C)[C@H]1CC[C@H]2[C@@H]3CCC4CCCC[C@]4(C)[C@H]3CC[C@]12C)O